N1(C=NC=C1)C(=O)OC1=CC2=CC=CC=C2C=C1 Naphthalen-2-yl 1H-Imidazole-1-Carboxylate